4,4-dimethylpiperidine CC1(CCNCC1)C